2-(5-Methyl-2-(quinolin-7-yl)piperidin-1-yl)-2-oxoacetic acid CC1CCC(N(C1)C(C(=O)O)=O)C1=CC=C2C=CC=NC2=C1